ClC1=CC=C(C=C1)C=1N(C2=CC=CC(=C2C1)NC1CC[SH4]CC1)CC(F)(F)F 4-{[2-(4-chlorophenyl)-1-(2,2,2-trifluoroethyl)-1H-indol-4-yl]amino}-1λ6-thiane